C(C=C)CC(=O)[O-] Allylacetat